CC(=CCCC)C 5-methylhex-4-en